C(C1=CC=CC=C1)NC=1C=2N(N=C(C1)NCCOC1=CC=CC=C1)C(=NN2)C(C)C N8-benzyl-3-isopropyl-N6-(2-phenoxyethyl)-[1,2,4]triazolo[4,3-b]pyridazine-6,8-diamine